N-(6-methoxypyridin-3-yl)-2-{methyl[2-(1,7-naphthyridin-6-yl)-5H,6H,7H-cyclopenta[d]pyrimidin-4-yl]amino}acetamide COC1=CC=C(C=N1)NC(CN(C=1C2=C(N=C(N1)C=1C=C3C=CC=NC3=CN1)CCC2)C)=O